N-(5-nitropyridin-2-yl)propionamide indium tin [Sn].[In].[N+](=O)([O-])C=1C=CC(=NC1)NC(CC)=O